C(CCCCCCCCC\C=C/CCCC)(=O)[O-] (Z)-hexadec-11-enoate